N-((5-Chloro-7-(1H-tetrazol-5-yl)benzofuran-2-yl)methyl)-1,6-naphthyridine-8-carboxamid ClC=1C=C(C2=C(C=C(O2)CNC(=O)C=2C=NC=C3C=CC=NC23)C1)C1=NN=NN1